(2R,4R)-6-chloro-4-hydroxy-N-(3-{4-[4-(trifluoromethoxy)piperidine-1-carbonyl]-1H-pyrazol-1-yl}bicyclo[1.1.1]pentan-1-yl)-3,4-dihydro-2H-1-benzopyran-2-carboxamide ClC=1C=CC2=C([C@@H](C[C@@H](O2)C(=O)NC23CC(C2)(C3)N3N=CC(=C3)C(=O)N3CCC(CC3)OC(F)(F)F)O)C1